C(C)(C)(C)[C@@H]1C[C@@H](N(CC1)C([C@@H](NS(=O)(=O)C(F)(F)F)C(C)C)=O)C(=O)N[C@@H](C[C@H]1C(NCC1)=O)C#N (2R,4S)-4-tert-Butyl-N-{(1S)-1-cyano-2-[(3S)-2-oxopyrrolidin-3-yl]ethyl}-1-{N-[(trifluoromethyl)sulfonyl]-L-valyl}piperidine-2-carboxamide